O=C1N(CCC(N1)=O)C1=C2C=C(N(C2=CC=C1)C1CCN(CC1)CC1CCN(CC1)C1=CC=C(C=C1)C1CCN(CC1)C=1C=CC(=C2C(=CNC12)C#N)F)C 7-(4-{4-[4-({4-[4-(2,4-Dioxo-1,3-diazinan-1-yl)-2-methyl-1H-indol-1-yl]piperidin-1-yl}methyl)piperidin-1-yl]phenyl}piperidin-1-yl)-4-fluoro-1H-indole-3-carbonitrile